3-(2,2-Dioxo-2-thia-7-azaspiro[3.5]nonan-7-yl)piperidine-1-carboxylic acid tert-butyl ester C(C)(C)(C)OC(=O)N1CC(CCC1)N1CCC2(CS(C2)(=O)=O)CC1